2-furoat O1C(=CC=C1)C(=O)[O-]